CC(CNC(C)=O)C=O N-(2-METHYL-3-OXO-PROPYL)-ACETAMIDE